OCCOCC#CC1=CC2=C(N(C(N2C)=O)C2C(NC(CC2)=O)=O)C=C1 3-[5-[3-(2-hydroxyethoxy)prop-1-ynyl]-3-methyl-2-oxo-benzimidazol-1-yl]piperidine-2,6-dione